(S)-N1-(1-(2-(bicyclo[1.1.1]pentan-1-ylamino)-2-oxoethyl)-2-oxo-1,2-dihydropyridin-3-yl)-N6-methyl-2-(3-methylbenzofuran-2-carboxamido)-5-oxohexanediamide C12(CC(C1)C2)NC(CN2C(C(=CC=C2)NC([C@H](CCC(C(=O)NC)=O)NC(=O)C=2OC1=C(C2C)C=CC=C1)=O)=O)=O